2-(2-phenylacetylamino)-N-(2-methylphenyl)-1,3-selenazole-5-carboxamide C1(=CC=CC=C1)CC(=O)NC=1[Se]C(=CN1)C(=O)NC1=C(C=CC=C1)C